O1CC(C2=C1C=CC=C2)NC(OC(C)(C)C)=O tert-Butyl N-(2,3-dihydrobenzofuran-3-yl)carbamate